6-bromo-4-(4-methoxybenzyl)-1a-(5-methyloxazol-2-yl)-1a,2,4,8b-tetrahydrobenzo[b]cyclopropa[d]azepin-3(1H)-one BrC=1C=CC2=C(N(C(CC3(C2C3)C=3OC(=CN3)C)=O)CC3=CC=C(C=C3)OC)C1